C1(=CC=CC=C1)N(C=1C2=CC=CC=C2C(=C2C=CC=CC12)N(C=1C=C(C=CC1)C)C1=CC=CC=C1)C=1C=C(C=CC1)C N,N'-diphenyl-N,N'-bis(m-tolyl)anthracene-9,10-diamine